(E)-2-(4-chloro-benzenesulfonyl)-3-(3,5-di-tert-butyl-4-hydroxy-phenyl)-acrylonitrile ClC1=CC=C(C=C1)S(=O)(=O)\C(\C#N)=C\C1=CC(=C(C(=C1)C(C)(C)C)O)C(C)(C)C